FC1=C(C=C(C(=C1)C)C1=CC(=NC(=C1)N1CCOCC1)OCCO)NC(=O)N1CC(CC1)(C(F)(F)F)CF N-[2-fluoro-5-[2-(2-hydroxyethoxy)-6-(morpholin-4-yl)pyridin-4-yl]-4-methylphenyl]-3-(fluoromethyl)-3-(trifluoromethyl)pyrrolidine-1-carboxamide